N'-(4-nitrophenyl)-2-pyridinecarbohydrazide [N+](=O)([O-])C1=CC=C(C=C1)NNC(=O)C1=NC=CC=C1